N1N=C(C=C1)COC1=C(C=C(N)C=C1)OC 4-((1H-pyrazol-3-yl)methoxy)-3-methoxyaniline